2-amino-5-(aminomethyl)pyridine NC1=NC=C(C=C1)CN